(S)-2-((R)-3-Methyl-morpholin-4-yl)-9-(2-oxo-3-pyridin-2-yl-propyl)-8-trifluoromethyl-6,7,8,9-tetrahydro-pyrimido[1,2-a]-pyrimidin-4-one C[C@H]1N(CCOC1)C=1N=C2N(C(C1)=O)CC[C@H](N2CC(CC2=NC=CC=C2)=O)C(F)(F)F